NC1=NC(N(C=C1F)[C@@H]1O[C@]([C@H]([C@H]1O)OCC1=CC=CC=C1)(C(F)F)COCC1=CC=CC=C1)=O 4-amino-1-[(2R,3R,4S,5R)-4-(benzyloxy)-5-[(benzyloxy)methyl]-5-(difluoromethyl)-3-hydroxyoxolan-2-yl]-5-fluoropyrimidin-2-one